4-(2'-(5-cyclopropyl-1H-imidazol-2-yl)-3,4'-bipyridin-5-yl)morpholine C1(CC1)C1=CN=C(N1)C1=NC=CC(=C1)C=1C=NC=C(C1)N1CCOCC1